monomethoxyaluminum CO[Al]